ClC1=CC(=C2CN(CC2=C1)C(NC=1C=NC=CC1)=O)[C@H]1N(CCC1)C(=O)OC(C)(C)C tert-butyl (S)-2-(6-chloro-2-(pyridin-3-ylcarbamoyl)isoindolin-4-yl)pyrrolidine-1-carboxylate